O1P(C=CC=2C3=CC=CC=C3C=CC12)=O dihydro-oxa-phospha-phenanthrene-oxide